2-chloro-1,3,5-trimethylbenzene ClC1=C(C=C(C=C1C)C)C